tert-butyl N-[(1R)-2-[(5,6-dimethylpyrido[4,3-b]carbazole-9-carbonyl) amino]-1-methyl-ethyl]carbamate CC1=C2C(=CC=3C=4C=C(C=CC4N(C13)C)C(=O)NC[C@@H](C)NC(OC(C)(C)C)=O)C=NC=C2